3-(5-(piperidin-4-yl)-1H-indazol-1-yl)piperidine-2,6-dione N1CCC(CC1)C=1C=C2C=NN(C2=CC1)C1C(NC(CC1)=O)=O